OCCN(CCCOCCCCCCCCCCC(C)C)CCO bis-(2-hydroxyethyl)isotridecyloxypropylamine